N1=NNC2=NC(=CC=C21)C=2C=CC(=C(C(=O)NC1=CC=C(C=C1)COCC1=CC=CC=C1)C2)S(=O)(=O)C 5-(3H-[1,2,3]triazolo[4,5-b]pyridin-5-yl)-N-(4-((benzyloxy)methyl)phenyl)-2-(methylsulfonyl)benzamide